C(C)C1(CC(C1)NC(=S)NC(OC(C)(C)C)=O)O tert-Butyl N-[(3-ethyl-3-hydroxycyclobutyl)carbamothioyl]carbamate